N-[2,6-bis(difluoromethoxy)-5-fluoro-3-pyridyl]-7-chloro-imidazo[1,2-a]pyridine-3-sulfonamide FC(OC1=NC(=C(C=C1NS(=O)(=O)C1=CN=C2N1C=CC(=C2)Cl)F)OC(F)F)F